FC=1C=C(C=CC1)C1=NC2=CC(=CC=C2C(=C1)OC)C(=C(C#N)C#N)OC 2-((2-(3-fluorophenyl)-4-methoxyquinolin-7-yl)(methoxy)methylene)malononitrile